(2S)-aziridine-1,2-dicarboxylic acid 1-O-(9H-fluoren-9-ylmethyl) ester 2-O-methyl ester COC(=O)[C@H]1N(C1)C(=O)OCC1C2=CC=CC=C2C=2C=CC=CC12